C(C)OC(C(C1=C(C(=C(C=C1)F)C)C1CCC(CC1)OC1CC1)Br)=O.CC1=NOC(=C1C1=CC=C2C=CN(C2=C1)CC1=CC=CC=C1)C 3,5-dimethyl-4-(1-benzyl-1H-indol-6-yl)isoxazole ethyl-2-bromo-2-(2-((1r,4r)-4-cyclopropoxycyclohexyl)-4-fluoro-3-methylphenyl)acetate